2-(4-(4-fluorophenoxy)phenoxy)ethyl methacrylate C(C(=C)C)(=O)OCCOC1=CC=C(C=C1)OC1=CC=C(C=C1)F